FC1=C(C(=C(C(=C1[B-](C1=C(C(=C(C(=C1F)F)F)F)F)(C1=C(C(=C(C(=C1F)F)F)F)F)C1=C(C(=C(C(=C1F)F)F)F)F)F)F)F)F.C(CCCCCCCCCCCCCCC)[NH+](C1=CC=CC=C1)CCCCCCCCCCCCCCCC di(hexadecyl)anilinium tetrakis(pentafluorophenyl)borate